6-aminopurine-9-yl-(adenine) NC1=C2N=CN(C2=NC=N1)C1=NC(=C2NC=NC2=N1)N